Methyl 3-(3-(3,5-difluoro-4-phenoxyphenoxy)azetidin-1-yl)-2-(1H-pyrrol-1-yl)benzoate FC=1C=C(OC2CN(C2)C=2C(=C(C(=O)OC)C=CC2)N2C=CC=C2)C=C(C1OC1=CC=CC=C1)F